[N+](=O)([O-])C1=CC=C(C=C1)N(C(O)=O)C1=NC=C(C=C1)Br.ClC1=C(C=C(C=C1)NC(NC=1C=C(C(=O)NC=2C=C3C(=NC2)NN=C3)C=CC1)=O)C(F)(F)F 3-(3-(4-chloro-3-(trifluoromethyl)phenyl)ureido)-N-(1H-pyrazolo[3,4-b]pyridin-5-yl)benzamide 4-Nitrophenyl-(5-bromopyridin-2-yl)carbamate